PYRAZINE-AMIDE N1=C(C=NC=C1)C(=O)N